FC=1C=2N(C=C(C1)NC(=O)C=1C=CC(=C3C=NC(=NC13)OC)N1C[C@@H](N([C@@H](C1)C)C(=O)OC(C)(C)C)C)C=C(N2)CO tert-butyl (2S,6R)-4-[8-[[8-fluoro-2-(hydroxymethyl)imidazo[1,2-a]pyridin-6-yl]carbamoyl]-2-methoxy-quinazolin-5-yl]-2,6-dimethyl-piperazine-1-carboxylate